CC1=CC=C(C=C1)NC(=O)NC1=CC=C(C=C1)OC=1C=C2CCN(C(C2=CC1)C1=CC=C(C=C1)C)C 1-(4-methylphenyl)-3-(4-((2-methyl-1-(p-tolyl)-1,2,3,4-tetrahydroisoquinolin-6-yl)oxy)phenyl)urea